4-({4-carboxy-2',4'-dichloro-[1,1'-biphenyl]-3-yl}carbamoyl)-6-hydroxybenzene C(=O)(O)C1=C(C=C(C=C1)C1=C(C=C(C=C1)Cl)Cl)NC(=O)C1=CC=CC(=C1)O